2,2-dichloro-3-(3,5-dichlorophenyl)cyclopropane-1-carbonyl chloride ClC1(C(C1C1=CC(=CC(=C1)Cl)Cl)C(=O)Cl)Cl